OCCCC#CC=1C=C(C(=O)N([C@H]2CNCCC2)C2=NC=CC3=CC=CC(=C23)C)C=CC1 (R)-3-(5-hydroxypent-1-yn-1-yl)-N-(8-methylisoquinolin-1-yl)-N-(piperidin-3-yl)benzamide